(R)-7-((5-(3-(2-hydroxypropan-2-yl)piperidin-1-yl)pyridin-2-yl)amino)-4-(imidazo[1,2-a]pyrazin-3-yl)isoindolin-1-one OC(C)(C)[C@H]1CN(CCC1)C=1C=CC(=NC1)NC=1C=CC(=C2CNC(C12)=O)C1=CN=C2N1C=CN=C2